C(C=C)OC(=O)N([C@@H](CC(C)C)C(=O)N([C@H](CC1=CC=CC=C1)C(=O)O)C)C N-(N-((allyloxy)carbonyl)-N-methyl-L-leucyl)-N-methyl-D-phenylalanine